Methyl 6-(1-benzylbut-3-enylamino)-3-nitro-5-(trifluoromethyl)pyridine-2-carboxylate C(C1=CC=CC=C1)C(CC=C)NC1=C(C=C(C(=N1)C(=O)OC)[N+](=O)[O-])C(F)(F)F